3-(4-Trifluoromethylphenyl)-1-[4-(5-hydroxypyridin-2-yl)-piperazin-1-yl]-propan-1-one FC(C1=CC=C(C=C1)CCC(=O)N1CCN(CC1)C1=NC=C(C=C1)O)(F)F